O1CCOC12CCC(CC2)CC=O 2-(1,4-dioxaspiro[4.5]decan-8-yl)acetaldehyde